C(C)(C)(C)N1C=C(C=2C1=NC(=CC2)C(=O)N2C(CCC2)(C)C)C2=CC(=C(C=C2)Cl)F (1-(tert-butyl)-3-(4-chloro-3-fluorophenyl)-1H-pyrrolo[2,3-b]pyridin-6-yl)(2,2-dimethylpyrrolidin-1-yl)methanone